C1(CC1)C1=CC(=CC(=N1)C=1OC2=C(N1)C=C(C=C2C)C(C)(C)N)C2=C(C=C(C=C2)F)C2=NN=CN2C 2-(2-{6-Cyclopropyl-4-[4-fluoro-2-(4-methyl-1,2,4-triazol-3-yl)phenyl]pyridin-2-yl}-7-methyl-1,3-benzoxazol-5-yl)propan-2-amine